C(CC)S(=O)[O-].[Na+] sodium propyl-sulfinate